6-chloro-7-(1-(((3-chloropyridin-2-yl)oxy)methyl)-2-azabicyclo[3.1.0]hexan-2-yl)-1-(6-(3-(dimethyl-amino)azetidin-1-yl)pyridin-3-yl)-4-oxo-1,4-dihydro-quinoline-3-carboxylic acid ClC=1C=C2C(C(=CN(C2=CC1N1C2(CC2CC1)COC1=NC=CC=C1Cl)C=1C=NC(=CC1)N1CC(C1)N(C)C)C(=O)O)=O